4-(2-ethylphenoxy)aniline C(C)C1=C(OC2=CC=C(N)C=C2)C=CC=C1